N'-(4-{[3-bromo-4-[(2,4-difluorobenzyl)oxy]-6-methyl-2-oxopyridin-1(2H)-yl]methyl}benzyl)-N,N-dimethylurea BrC=1C(N(C(=CC1OCC1=C(C=C(C=C1)F)F)C)CC1=CC=C(CNC(N(C)C)=O)C=C1)=O